C(#N)C=1C=CC(=NC1)N1N=C(N=C1C(C)NC(C1=CC(=CC(=C1)C(F)(F)F)OC(F)F)=O)C N-[1-[2-(5-cyano-2-pyridyl)-5-methyl-1,2,4-triazol-3-yl]ethyl]-3-(difluoromethoxy)-5-(trifluoromethyl)benzamide